2-(2-methylpyrimidin-5-yl)morpholine CC1=NC=C(C=N1)C1CNCCO1